C1C2=C(OC1O)C=CC1=CC=CC=C12 1,2-dihydronaphtho[2,1-b]furan-2-ol